4-[4-[[1-[(4-fluorophenyl)carbamoyl]cyclopropanecarbonyl]amino]phenoxy]-7-(methylamino)quinoline-6-carboxylic acid FC1=CC=C(C=C1)NC(=O)C1(CC1)C(=O)NC1=CC=C(OC2=CC=NC3=CC(=C(C=C23)C(=O)O)NC)C=C1